[5-(2-amino-5-fluoropyrimidin-4-yl)pyrimidin-2-yl]{[3-fluoro-1-(3-fluoro(2-pyridyl))cyclobutyl]methyl}amine NC1=NC=C(C(=N1)C=1C=NC(=NC1)NCC1(CC(C1)F)C1=NC=CC=C1F)F